2,10,16-Trimethyldotriacontane CC(C)CCCCCCCC(CCCCCC(CCCCCCCCCCCCCCCC)C)C